C1(=CC=CC=C1)C=CCC=CC1=CC=CC=C1 1,5-diphenylpentan-1,4-diene